FC(S(=O)(=O)[O-])(F)F.COC1=C(C=CC=C1)C1=[N+]2C(=C3C=CC=CC3=C1)C=CC=C2C2=CC=C(C=C2)OC 6-(2-methoxyphenyl)-4-(4-methoxyphenyl)pyrido[2,1-a]isoquinolin-5-ium trifluoromethanesulfonate